BrC=1C=NC(=NC1SC)Cl 5-bromo-2-chloro-6-(methylthio)pyrimidine